4-(2-((3-Cyano-5-(3-fluorobenzyl)-6-methyl-4,5,6,7-tetrahydrothieno[3,2-c]pyridin-2-yl)amino)-2-oxoethyl)benzamid C(#N)C1=C(SC2=C1CN(C(C2)C)CC2=CC(=CC=C2)F)NC(CC2=CC=C(C(=O)N)C=C2)=O